(-)-[6-[(2,4-Difluorophenyl)methyl]-2-azaspiro[3.3]heptan-2-yl]-[3-(1H-1,2,4-triazol-5-yl)pyrrolidin-1-yl]methanone zinc(III) trifluoromethanesulfonate FC(S(=O)(=O)[O-])(F)F.[Zn+3].FC1=C(C=CC(=C1)F)CC1CC2(CN(C2)C(=O)N2CC(CC2)C2=NC=NN2)C1.FC(S(=O)(=O)[O-])(F)F.FC(S(=O)(=O)[O-])(F)F